(6-hydroxy-2-(4-hydroxyphenyl)benzo[b]thiophen-3-yl)(4-((1-(isobutylsulfonyl)piperidin-4-yl)oxy)phenyl)methanone OC=1C=CC2=C(SC(=C2C(=O)C2=CC=C(C=C2)OC2CCN(CC2)S(=O)(=O)CC(C)C)C2=CC=C(C=C2)O)C1